tert-butyl (3-(3-(4-(1-(hydroxyimino)ethyl)phenyl)-1,2,4-oxadiazol-5-yl)propyl)carbamate ON=C(C)C1=CC=C(C=C1)C1=NOC(=N1)CCCNC(OC(C)(C)C)=O